(4-amino-9H-pyrimido[4,5-b]Indol-9-yl)acetic acid NC1=NC=NC=2N(C3=CC=CC=C3C21)CC(=O)O